(2S,5S)-5-benzyl-2-tert-butyl-3-methyl-4-imidazolidinone C(C1=CC=CC=C1)[C@H]1C(N([C@H](N1)C(C)(C)C)C)=O